N1N=CC(=C1)C1=NN=CO1 5-(1H-pyrazol-4-yl)-1,3,4-oxadiazole